5-bromocyanoindanone BrC=1C=C2CC(C(C2=CC1)=O)C#N